C(C)OC1=C(OCCN[C@@H](CC=2C=CC(=C(C2)S(=O)(=O)N)OC)C)C=CC=C1 (R)-5-(2-(2-(2-ethoxyphenoxy)ethylamino)propyl)-2-methoxybenzenesulfonamide